(7-chloro-1H-indol-3-yl)(2-methyl-3-phenyl-2,4,5,7-tetrahydro-6H-pyrazolo[3,4-c]pyridin-6-yl)methanone ClC=1C=CC=C2C(=CNC12)C(=O)N1CC=2C(CC1)=C(N(N2)C)C2=CC=CC=C2